FC1=CCCS(=O)(=O)OC1 4-fluoro-3-pentene-1,5-sultone